ClC1=CC=2C(C3=CC=CC=C3C(C2C=C1)=COCC(=O)OCCCC)=COCC(=O)OCCCC 2-chloro-9,10-bis(n-butoxycarbonylmethyloxymethylene)anthracene